NC1=NC=2C=CC=CC2C2=C1COC2 4-amino-1,3-dihydrofurano[3,4-c]quinolin